CN(C(=O)C=1C=NNC1C)C1=CN=NC=C1 N,5-dimethyl-N-pyridazin-4-ylpyrazole-4-carboxamide